1'-{2-[4-(3-methanesulfonyl-oxetan-3-yl)-3-(trifluoro-methyl)phenoxy]ethyl}-2-oxo-1,2-dihydrospiro[indole-3,4'-piperidine]-5-carbonitrile CS(=O)(=O)C1(COC1)C1=C(C=C(OCCN2CCC3(CC2)C(NC2=CC=C(C=C23)C#N)=O)C=C1)C(F)(F)F